2-methyl-9,10-bis(carbazolyl)(Naphthalen-2-yl)anthracene CC1=C(C2=C(C3=CC=CC=C3C(=C2C=C1)C1=CC=CC=2C3=CC=CC=C3NC12)C1=CC=CC=2C3=CC=CC=C3NC12)C1=CC2=CC=CC=C2C=C1